benzyl (2-(3-bromo-5-(2-bromo-3-oxopentanoyl)-6-((4-methoxybenzyl)amino)pyrazin-2-yl)ethyl)(methyl)carbamate BrC=1C(=NC(=C(N1)C(C(C(CC)=O)Br)=O)NCC1=CC=C(C=C1)OC)CCN(C(OCC1=CC=CC=C1)=O)C